1-[6-chloro-3-(2,2-difluoroacetyl)-2-pyridinyl]-5-methyl-pyrazole-3-carbonitrile ClC1=CC=C(C(=N1)N1N=C(C=C1C)C#N)C(C(F)F)=O